bis(4-amino-3-methylcyclohexyl)methane NC1C(CC(CC1)CC1CC(C(CC1)N)C)C